N-(3,7-dimethyl-4-oxo-3,4-dihydro-2H-pyrido[1,2-d][1,2,4]triazin-2-yl)acetamide CN1N(C=C2N(C1=O)C=C(C=C2)C)NC(C)=O